2-[2-[4-fluoro-2-(trifluoromethyl)phenyl]sulfonyl-2,6-diazaspiro[3.3]heptane-6-carbonyl]-7-oxa-2,5-diazaspiro[3.4]octan-6-one FC1=CC(=C(C=C1)S(=O)(=O)N1CC2(C1)CN(C2)C(=O)N2CC1(C2)NC(OC1)=O)C(F)(F)F